N1-[2-(dimethylamino)ethyl]-5-methoxy-N1,N2-dimethyl-N4-[4-(1-methylindol-3-yl)pyrimidin-2-yl]benzene-1,2,4-triamine CN(CCN(C=1C(=CC(=C(C1)OC)NC1=NC=CC(=N1)C1=CN(C2=CC=CC=C12)C)NC)C)C